4-chlorophenyl-methyl carbamate C(N)(OCC1=CC=C(C=C1)Cl)=O